(R)-1-methylpyrrolidin-3-yl (S)-1-(2-((6-(5-(6-methylpyridin-2-yl)-1H-imidazol-4-yl)quinolin-3-yl)amino)ethyl)pyrrolidine-3-carboxylate CC1=CC=CC(=N1)C1=C(N=CN1)C=1C=C2C=C(C=NC2=CC1)NCCN1C[C@H](CC1)C(=O)O[C@H]1CN(CC1)C